tetrabutylammonium iron tetrachloride salt [Fe](Cl)(Cl)(Cl)Cl.C(CCC)[N+](CCCC)(CCCC)CCCC